tert-butyl-3-((6-((4,4-difluorocyclohexyl)amino)-2-(methylsulfonyl)pyrimidin-4-yl)oxy)pyrrolidine-1-carboxylate C(C)(C)(C)OC(=O)N1CC(CC1)OC1=NC(=NC(=C1)NC1CCC(CC1)(F)F)S(=O)(=O)C